(1s,4s)-4-(8-(2,6-dichlorophenylamino)-2-(tetrahydro-2H-pyran-4-ylamino)-9H-purin-9-yl)cyclohexanecarboxamide ClC1=C(C(=CC=C1)Cl)NC=1N(C2=NC(=NC=C2N1)NC1CCOCC1)C1CCC(CC1)C(=O)N